4-(dimethylamino)-1,1-dimethoxy-3-butene CN(C=CCC(OC)OC)C